C(CCC)C(CCCC)Br di-n-butyl-methylbromide